CN(C)C(=S)Cl N,N-dimethylaminothioformyl chloride